2,4-di-tert-butyl-catechol C(C)(C)(C)C1(C(O)C=CC(=C1)C(C)(C)C)O